ClC1=NC(=CC=C1)C(F)(F)F 2-chloro-6-(trifluoromethyl)pyridin